C(C)(C)OC=1C=CC(=NC1)OC1(C[C@@H](N(C[C@@H]1C)C(=O)OC(C)(C)C)C)C tert-butyl (2S,5S)-4-((5-isopropoxypyridin-2-yl)oxy)-2,4,5-trimethylpiperidine-1-carboxylate